rac-3-[3-(3-chloro-2-fluorophenoxy)-6-methylpyridazin-4-yl]-5-[(2-chloro-4-methylphenyl)methyl]-5,6-dihydro-4H-1,2,4-oxadiazine ClC=1C(=C(OC=2N=NC(=CC2C2=NOC[C@H](N2)CC2=C(C=C(C=C2)C)Cl)C)C=CC1)F |r|